methyl 4-{[3-(4-{[(3S,4R)-3-fluoro-1-(2-methoxyethyl) piperidin-4-yl]amino}-1-(2,2,2-trifluoroethyl)-1H-indol-2-yl)prop-2-yn-1-yl]amino}-3-methoxybenzoate F[C@H]1CN(CC[C@H]1NC1=C2C=C(N(C2=CC=C1)CC(F)(F)F)C#CCNC1=C(C=C(C(=O)OC)C=C1)OC)CCOC